C1=C(C=CC2=CC=CC=C12)OCC ethyl 2-naphthyl ether